C[Si](O[Si](CCCC=CNC(O)=O)(C)C)(C)C N-[3-[(trimethylsiloxy)dimethylsilyl]propyl]vinyl-carbamic acid